(4-methyl-3-(2-(pyridin-4-ylamino)-8,9-dihydroimidazo[1',2':1,6]pyrido[2,3]pyrimidin-6-yl)phenyl)-4-(trifluoromethyl)picolinamide CC1=C(C=C(C=C1)C=1C(=NC=CC1C(F)(F)F)C(=O)N)C1=CC2=C(CN(C=N2)NC2=CC=NC=C2)N2C1=NCC2